O=C1N(CCC(N1)=O)C1=CC(=C(CN2CCC(CC2)N2CCN(CC2)C2=C(C=C(C=C2)NC(C2=CC(=C(C=C2)C)C#CC2=CN=C3N2N=CC=C3)=O)C(F)(F)F)C=C1)F N-(4-(4-(1-(4-(2,4-dioxotetrahydropyrimidin-1(2H)-yl)-2-fluorobenzyl)piperidin-4-yl)piperazin-1-yl)-3-(trifluoromethyl)phenyl)-3-(imidazo[1,2-b]pyridazin-3-ylethynyl)-4-methylbenzamide